C1(CCC1)C(=O)N1[C@H]([C@H](CC1)NC(CO)=O)CC=1C=C(C=CC1)C1=CC(=CC=C1)F N-{cis-1-(cyclobutanecarbonyl)-2-[(3'-fluoro[1,1'-biphenyl]-3-yl)methyl]pyrrolidin-3-yl}-2-hydroxyacetamide